C1(CC1)C1=NC=NC(=C1C=1N=C(C2=C(N1)C=CO2)OCC2CCN(CC2)C2=NC=CC(=C2)C(F)(F)F)OC 2-(4-cyclopropyl-6-methoxypyrimidin-5-yl)-4-((1-(4-(trifluoromethyl)pyridin-2-yl)piperidin-4-yl)methoxy)furo[3,2-d]pyrimidine